N=1C=C(N2C1C=CC=C2)CN2CCC1=CC=C(C=C21)C(=O)NC2=CC(=CC(=C2)C(F)(F)F)CN2CCN(CC2)C 1-(imidazo[1,2-a]pyridin-3-ylmethyl)-N-(3-((4-methylpiperazin-1-yl)methyl)-5-(trifluoromethyl)phenyl)indoline-6-carboxamide